C(C)(C)(C)OC(=O)N1CC(CC1)(O)C1=C(C2=C(N=CN=C2N)N1C)C1=CC=C(C=C1)OC1=NC(=CC=C1)C 3-(4-amino-7-methyl-5-(4-((6-methylpyridin-2-yl)oxy)phenyl)-7H-pyrrolo[2,3-d]pyrimidin-6-yl)-3-hydroxypyrrolidine-1-carboxylic acid tert-butyl ester